butyl (2-((3-(1-(pyridin-3-ylmethyl)-1H-pyrazol-3-yl)-[1,1'-biphenyl]-4-yl) amino)ethyl)carbamate N1=CC(=CC=C1)CN1N=C(C=C1)C=1C=C(C=CC1NCCNC(OCCCC)=O)C1=CC=CC=C1